C(C1=CC=CC=C1)OC(=O)N1COC([C@@H]1C)(C1=CC=C(C=C1)OCC1=CC=CC=C1)C1=CC=C(C=C1)OCC1=CC=CC=C1 (S)-N-benzyloxycarbonyl-5,5-bis(4-benzyloxyphenyl)-4-methyloxazolidine